BrC1=CC=C(C=C1)C(CCC(=O)O)=O 4-(4-Bromo-phenyl)-4-oxo-butyric acid